ClC1=C(C=2N=C(N=C(C2C=N1)N1C[C@H]2CC[C@@H](C1)N2C(=O)OC(C)(C)C)OC[C@]21CCCN1C[C@@H](C2)F)F tert-butyl (1R,5S)-3-(7-chloro-8-fluoro-2-(((2R,7aS)-2-fluorotetrahydro-1H-pyrrolizin-7a(5H)-yl)methoxy)pyrido[4,3-d]pyrimidin-4-yl)-3,8-diazabicyclo[3.2.1]octane-8-carboxylate